6-[4-[[3-(5-Hydroxypyridin-3-yl)-5-(trifluoromethoxy)phenyl]methyl]piperazin-1-yl]-N-propylpyridazine-3-carboxamide OC=1C=C(C=NC1)C=1C=C(C=C(C1)OC(F)(F)F)CN1CCN(CC1)C1=CC=C(N=N1)C(=O)NCCC